tert-butyl 6-((cyclohexylmethyl)amino)-2-azaspiro[3.3]heptane-2-carboxylate C1(CCCCC1)CNC1CC2(CN(C2)C(=O)OC(C)(C)C)C1